C(C)OC(CC1(CCN(CC1)C(=O)OC(C)(C)C)O)=O tert-Butyl 4-(2-ethoxy-2-oxoethyl)-4-hydroxypiperidine-1-carboxylate